N[C@@H](C(=O)NC)[C@@H](C)OCC1CCCCC1 (2r,3r)-2-amino-3-(cyclohexylmethoxy)-N-methylbutanamide